CN(C1CN(C1)C(=O)C1=CC2=C(N=C(S2)CNC(OC(C)(C)C)=O)C=C1)C tert-butyl ((6-(3-(dimethylamino)azetidine-1-carbonyl)benzo[d]thiazol-2-yl)methyl)carbamate